7-((7-Methyl-6-azaspiro[3.4]octan-6-yl)sulfonyl)-2-phenyl-1,2,3,4-tetrahydroisoquinoline CC1N(CC2(CCC2)C1)S(=O)(=O)C1=CC=C2CCN(CC2=C1)C1=CC=CC=C1